5-((1-allyl-6,7-dichloro-2,2-dioxido-4,9-dihydro-[1,2,6]thiadiazino[4,3-g]indol-3(1H)-yl)methyl)pyridin-2(1H)-one C(C=C)N1S(N(CC=2C=C(C=3C(=CNC3C21)Cl)Cl)CC=2C=CC(NC2)=O)(=O)=O